(R)-N2-(3,3-Difluoro-1-methylpiperidin-4-yl)-5-(3-(2,2-difluoroethyl)-2-methyl-3H-imidazo[4,5-b]pyridin-5-yl)-N4-(oxetan-3-yl)pyrrolo[2,1-f][1,2,4]triazine-2,4-diamine FC1(CN(CC[C@H]1NC1=NN2C(C(=N1)NC1COC1)=C(C=C2)C2=CC=C1C(=N2)N(C(=N1)C)CC(F)F)C)F